BrC1=NNC2=NC=NC(=C21)N2CCC(CC2)[C@@H](OCCN(C)C)C2=CC(=C(C=C2)Cl)F 2-{[(R)-[1-(3-bromo-1H-pyrazolo[3,4-d]pyrimidin-4-yl)piperidin-4-yl](4-chloro-3-fluorophenyl)methyl]oxy}-N,N-dimethylethanamine